ClC=1N=CC=C2C=C(C=3N(C12)N=C(N3)C)C(=O)[O-] 9-chloro-2-methyl-[1,2,4]Triazolo[1,5-a][1,7]Naphthyridine-4-carboxylate